N1CCC(CC1)N1N=CC(=C1)C1=NC=2C(=NC=CC2)N1 (1-(piperidin-4-yl)-1H-pyrazol-4-yl)-3H-imidazo[4,5-b]pyridine